(+)-arsenite [As]([O-])([O-])[O-]